(R)-2-(4-(4-((1-(3-(difluoromethyl)-2-fluorophenyl)ethyl)amino)-2-methyl-8,9-dihydrofuro[2,3-H]quinazolin-6-yl)-5,6-dihydropyridin-1(2H)-yl)acetic acid FC(C=1C(=C(C=CC1)[C@@H](C)NC1=NC(=NC2=C3C(=C(C=C12)C1=CCN(CC1)CC(=O)O)OCC3)C)F)F